Furano[3,4-f]Quinolizine C=1OC=C2C1N1CC=CC=C1C=C2